(3-Benzylquinolin-6-yl)carbamic acid tert-butyl ester C(C)(C)(C)OC(NC=1C=C2C=C(C=NC2=CC1)CC1=CC=CC=C1)=O